C(C)OC(=O)C=1N(C2=CC=C(C=C2C1)NC(C1=C(C=CC(=C1)CNC(C(C)C)=O)Cl)=O)CCOC 5-(2-chloro-5-(isobutyrylaminomethyl)benzoylamino)-1-(2-methoxyethyl)-1H-indole-2-carboxylic acid ethyl ester